FC=1C=C(C=NC1C)C1=NN2C(=NC=3C=CC=CC3C2=N1)N[C@H]1CNCCCC1 (3R)-3-{[2-(5-fluoro-6-methylpyridin-3-yl)[1,2,4]triazolo[1,5-c]quinazolin-5-yl]amino}azepan